C1(CC1)[C@H](C)NC(=O)C1=CC(=NN1)C=1C=C(C=CC1)C=1OC(=CN1)C(=O)OCC (S)-ethyl 2-(3-(5-((1-cyclopropylethyl)carbamoyl)-1H-pyrazol-3-yl)phenyl)oxazole-5-carboxylate